OC=1C=C(C=C(C1C(C)C)O)C=CC1=CC=CC=C1 1-(3,5-dihydroxy-4-isopropylphenyl)-2-phenylethene